C(C)OCOC1C(N(CCC1)C(=O)OC(C)(C)C)COC1CCC(CC1)C1=NC(=CC=C1)O tert-butyl 3-(ethoxymethoxy)-2-({[(1s,4s)-4-(6-hydroxypyridin-2-yl)cyclohexyl]oxy} methyl)piperidine-1-carboxylate